benzyl (3R)-3-[8-amino-5-chloro-1-[4-[[4-(trifluoromethyl)-2-pyridyl]carbamoyl]-phenyl]imidazo[1,5-a]pyrazin-3-yl]piperidine-1-carboxylate NC=1C=2N(C(=CN1)Cl)C(=NC2C2=CC=C(C=C2)C(NC2=NC=CC(=C2)C(F)(F)F)=O)[C@H]2CN(CCC2)C(=O)OCC2=CC=CC=C2